2-(4-fluoro-phenyl)-thiazol FC1=CC=C(C=C1)C=1SC=CN1